NC1=C(N=CC(=N1)N1CCC2(CC1)OC1=C([C@H]2N)C=CC=C1)SC1=C(C(=NC=C1)N)Cl (R)-1'-(6-amino-5-((2-amino-3-chloropyridin-4-yl)thio)pyrazin-2-yl)-3H-spiro[benzofuran-2,4'-piperidin]-3-amine